3-(5-((4-((4-((3,4-dichloro-2-fluorophenyl)amino)-7-methoxyquinazolin-6-yl)oxy)piperidin-1-yl)methyl)-6-fluoro-1-oxoisoindolin-2-yl)piperidine-2,6-dione ClC=1C(=C(C=CC1Cl)NC1=NC=NC2=CC(=C(C=C12)OC1CCN(CC1)CC=1C=C2CN(C(C2=CC1F)=O)C1C(NC(CC1)=O)=O)OC)F